ClC1=C(C=C(OCC(=O)NC23CC(C2)(C3)C(=O)NCCC=3C=NC=CC3)C=C1)F 3-[2-(4-chloro-3-fluorophenoxy)acetamido]-N-[2-(pyridin-3-yl)ethyl]bicyclo[1.1.1]pentane-1-carboxamide